C1(=CC=CC=C1)S(=O)(=O)N1C=C(C=2C1=NC(=CC2)C=2C(=NOC2C)C)C2=NC(=NC=C2C(F)(F)F)N[C@@H]2CN(C[C@@H](C2)O)C(=O)OC(C)(C)C tert-butyl (3S,5R)-3-[[4-[1-(benzenesulfonyl)-6-(3,5-dimethylisoxazol-4-yl)pyrrolo[2,3-b]pyridin-3-yl]-5-(trifluoromethyl)pyrimidin-2-yl]amino]-5-hydroxy-piperidine-1-carboxylate